4-(2-((2,2-difluorocyclopentyl)(phenyl)amino)-2-oxoethyl)-1-(6-fluoroindoline-1-carbonyl)piperidine-4-carboxylic acid FC1(C(CCC1)N(C(CC1(CCN(CC1)C(=O)N1CCC2=CC=C(C=C12)F)C(=O)O)=O)C1=CC=CC=C1)F